N-(2,6-dimethyl-4-(2-methyl-4,6,7,8-tetrahydro-5H-thieno[3,2-c]azepin-5-yl)phenyl)-3,3-dimethylbutanamide CC1=C(C(=CC(=C1)N1CC2=C(CCC1)SC(=C2)C)C)NC(CC(C)(C)C)=O